5-bromo-N-(3,5-dichlorophenyl)-2-hydroxy-benzamide BrC=1C=CC(=C(C(=O)NC2=CC(=CC(=C2)Cl)Cl)C1)O